7-chloro-1-(3,4-dimethoxyphenyl)-2-(3-(dimethylamino)propyl)-1,2-dihydrochromeno[2,3-c]pyrrole-3,9-dione ClC1=CC=2C(C3=C(C(N(C3C3=CC(=C(C=C3)OC)OC)CCCN(C)C)=O)OC2C=C1)=O